((1s,3s)-3-(trifluoromethyl)cyclobutyl)methanone FC(C1CC(C1)C=O)(F)F